tert-butyl (R)-8-amino-9-cyano-1,2,4a,5-tetrahydrobenzo[b]pyrazino[1,2-d][1,4]oxazine-3(4H)-carboxylate NC=1C(=CC2=C(OC[C@@H]3N2CCN(C3)C(=O)OC(C)(C)C)C1)C#N